2-(2-(4-phenyl-1H-imidazol-2-yl)piperidin-1-carbonyl)cyclopropane-1-carbonitrile C1(=CC=CC=C1)C=1N=C(NC1)C1N(CCCC1)C(=O)C1C(C1)C#N